ethyl hydrogen ((3-bromo-5-carbamoyl-7-((1-hydroxypentan-2-yl)oxy)benzo[b]thiophen-2-yl)difluoromethyl)phosphonate BrC=1C2=C(SC1C(F)(F)P(OCC)(O)=O)C(=CC(=C2)C(N)=O)OC(CO)CCC